7-benzyl-1-(3-hydroxypropyl)-8-(2-isopropylphenoxy)-3-methyl-1H-purine-2,6(3H,7H)-dione C(C1=CC=CC=C1)N1C(=NC=2N(C(N(C(C12)=O)CCCO)=O)C)OC1=C(C=CC=C1)C(C)C